8-ethylidenetetracyclo[4.4.0.12,5.17,10]dodec-3-ene C(C)=C1C2C3C4C=CC(C3C(C1)C2)C4